2-(2,6-dioxopiperidin-3-yl)-5-((3-(trans-3-(4-(1-methylpiperidin-4-yl)-1H-pyrazol-1-yl)cyclobutyl)propyl)amino)isoindoline-1,3-dione O=C1NC(CCC1N1C(C2=CC=C(C=C2C1=O)NCCC[C@@H]1C[C@H](C1)N1N=CC(=C1)C1CCN(CC1)C)=O)=O